C1(CCC(CCCCCCC)O1)=O undecane-delta-lactone